COC1=CC(=C2C(=C1)OC(=C(C2=O)OC)C3=CC(=C(C=C3O)OC)O)O The molecule is a trihydroxyflavone that is flavone substituted by hydroxy groups at positioms 5, 2' and 5' and methoxy groups at positions 3, 7 and 4' respectively. It has a role as a plant metabolite. It is a trihydroxyflavone and a trimethoxyflavone. It derives from a flavone.